(2-(aminomethyl)-3-fluoroallyloxy)-2-bromobenzonitrile hydrochloride Cl.NCC(COC=1C(=C(C#N)C=CC1)Br)=CF